rac-N-(2-((2R,6R)-2,6-dimethylmorpholino)ethyl)-6-methyl-5-((1-methyl-8-(pyridin-3-yl)-1H-pyrazolo[3,4-d]pyrrolo[1,2-b]pyridazin-3-yl)amino)nicotinamide C[C@H]1O[C@@H](CN(C1)CCNC(C1=CN=C(C(=C1)NC1=NN(C=2C=3N(N=CC21)C=C(C3)C=3C=NC=CC3)C)C)=O)C |r|